1-(5-bromo-1H-indol-3-yl)-3-[tert-butyl(diphenyl)silyl]oxy-2,2-dimethyl-propan-1-one BrC=1C=C2C(=CNC2=CC1)C(C(CO[Si](C1=CC=CC=C1)(C1=CC=CC=C1)C(C)(C)C)(C)C)=O